difluoropicolinamine FC(C1=NC=CC=C1)(N)F